2,4-dimethyl-7-octenoic acid CC(C(=O)O)CC(CCC=C)C